7-Bromo-4-(2-fluoro-5-(trifluoromethoxy)benzyl)-3,4-dihydropyrido[3,2-f][1,4]thiazepin-5(2H)-one BrC1=CC=2C(N(CCSC2N=C1)CC1=C(C=CC(=C1)OC(F)(F)F)F)=O